[K+].CC1(CN(C2=CC=C(C=C12)S(=O)(=O)[O-])CCCS(=O)(=O)[O-])C.[K+] 3,3-dimethyl-1-(3-sulfopropyl)-3H-indole-5-sulfonic acid potassium salt